N1(CC1)CCN1C(C2=C(C=3C=C(C=CC13)C=1C=NC(=CC1)OC)N(N=N2)C2=CC(=C(C=C2)N2CCNCC2)C(F)(F)F)=O 5-(2-(Aziridine-1-yl)ethyl)-8-(6-methoxypyridin-3-yl)-1-(4-(piperazin-1-yl)-3-(Trifluoromethyl)phenyl)-1,5-dihydro-4H-[1,2,3]triazolo[4,5-c]quinolin-4-one